FC(C(=O)O)(F)F.CC1(CN(CCN1)C1=C2C(=NC=C1)N(CC2)C(=O)NC=2C(=CC=1N(C2)N=C(N1)C)F)C 4-(3,3-dimethylpiperazin-1-yl)-N-(7-fluoro-2-methyl-[1,2,4]triazolo[1,5-a]pyridin-6-yl)-2,3-dihydro-1H-pyrrolo[2,3-b]pyridine-1-carboxamide 2,2,2-trifluoroacetate